[Cl-].[Cl-].C1(=CC=CC=2C3=CC=CC=C3CC12)[Zr+2] (fluorenyl)zirconium dichloride